(4-chlorophenyl)(methyl)((3-(5-(trifluoromethyl)-1,2,4-oxadiazol-3-yl)phenyl)imino)-λ6-sulfanone ClC1=CC=C(C=C1)S(=O)(=NC1=CC(=CC=C1)C1=NOC(=N1)C(F)(F)F)C